4-(6-((4-(2-(cyclopentylamino)-4-(trifluoromethyl)thiazol-5-yl)pyrimidin-2-yl)amino)pyridin-3-yl)piperazine-1-carbaldehyde C1(CCCC1)NC=1SC(=C(N1)C(F)(F)F)C1=NC(=NC=C1)NC1=CC=C(C=N1)N1CCN(CC1)C=O